C(#N)C=1C=CC(=C2C=CC=NC12)N1CC2(CC2(C1)C(F)(F)F)C(=O)N[C@@H]1CN(CC1)C 3-(8-cyanoquinolin-5-yl)-N-[(3S)-1-methylpyrrolidine-3-yl]-5-(trifluoromethyl)-3-azabicyclo[3.1.0]hexane-1-carboxamide